methyl 1-[(2-cyano-2-methylideneethyl)amino]-7-(pyridin-2-yl)naphthalene-2-carboxylate C(#N)C(CNC1=C(C=CC2=CC=C(C=C12)C1=NC=CC=C1)C(=O)OC)=C